4-(5-azaspiro[2.4]heptan-5-ylmethyl)-6-cyclopropyl-N-(3-((1R,2S)-1,2-difluoro-1-(4-methyl-4H-1,2,4-triazol-3-yl)propan-2-yl)phenyl)picolinamide C1CC12CN(CC2)CC2=CC(=NC(=C2)C2CC2)C(=O)NC2=CC(=CC=C2)[C@]([C@@H](C2=NN=CN2C)F)(C)F